CC1=C(C(=CC=C1)C)C1=NC(=NC(=C1)OC[C@@H](CC(C)C)NC1CC2(COC2)C1)NS(=O)(=O)C=1C=C(C(=O)O)C=CC1 3-[[4-(2,6-Dimethylphenyl)-6-[(2R)-4-methyl-2-(2-oxaspiro[3.3]heptan-6-ylamino)pentoxy]pyrimidin-2-yl]sulfamoyl]benzoic acid